C1(CC1)NC(=O)C1=NN(C(=C1)NC(C[C@H](C(=O)N[C@H]1C2=C(CN3N(C1=O)CCC3)C=CC=C2)C)=O)C (R)-N4-(3-(Cyclopropylcarbamoyl)-1-methyl-1H-pyrazol-5-yl)-2-methyl-N1-((S)-11-oxo-2,3,10,11-tetrahydro-1H,5H-benzo[d]pyrazolo[1,2-a][1,2]diazepin-10-yl)succinamide